C(C=C)SSSCC=C Diallyl trisulfide